3-carboxy-2-fluorobenzeneboronic acid C(=O)(O)C=1C(=C(C=CC1)B(O)O)F